COC1=NC2=CC=C(C=C2C=C1)C=1C=C(C=NC1)N1CC2(C1)CCN(CC2)C(=O)C=2C=NN(C2)C (2-(5-(2-methoxyquinolin-6-yl)pyridin-3-yl)-2,7-diazaspiro[3.5]nonan-7-yl)(1-methyl-1H-pyrazol-4-yl)methanone